chalcone compound with ammonium acetate C(C)(=O)[O-].[NH4+].C1(=CC=CC=C1)\C=C\C(=O)C1=CC=CC=C1